(+-)-trans-N-[8-amino-6-[3-[(4-methoxyphenyl)methyl]-5-methyl-2-oxo-1,3-benzoxazol-6-yl]-2,7-naphthyridin-3-yl]-2-(1-tetrahydropyran-2-ylpyrazol-4-yl)cyclopropanecarboxamide NC=1N=C(C=C2C=C(N=CC12)NC(=O)[C@H]1[C@@H](C1)C=1C=NN(C1)[C@@H]1OCCCC1)C1=CC2=C(N(C(O2)=O)CC2=CC=C(C=C2)OC)C=C1C |&1:22|